dihydroxyisopropyl-aniline OC1=C(N(C(C)C)O)C=CC=C1